OC1=NC(=C(C(=C1[N+](=O)[O-])C(F)(F)F)C(F)(F)F)[N+](=O)[O-] 2-hydroxy-6-nitro-trifluoromethyl-3-nitro-4-trifluoromethylpyridine